C(C)(C)(C)OC(=O)N1CC(=CCC1)C1=C(C=C(C=C1)NC1=NC=2N(C(=C1)NC1CC1)N=CC2C#N)C[S@](=O)C |r| (±)-3-(4-(3-cyano-7-(cyclopropylamino)pyrazolo[1,5-a]pyrimidin-5-ylamino)-2-(methylsulfinylmethyl)phenyl)-5,6-dihydropyridine-1(2H)-carboxylic acid tert-butyl ester